BrC1=CC2=C(C(OC2)(C)C)C(=C1)F 5-bromo-7-fluoro-1,1-dimethyl-3H-2-benzofuran